3-((trimethylsilyl)ethynyl)-6,7-dihydro-5H-pyrrolo[1,2-a]imidazole C[Si](C)(C)C#CC1=CN=C2N1CCC2